FC=1C=C(CCN2[C@@H]([C@H]([C@@H]([C@H](C2)O)O)O)CO)C=CC1F (2R,3R,4R,5S)-1-(3,4-difluorophenethyl)-2-(hydroxymethyl)piperidine-3,4,5-triol